COC(=O)C1CC(C1)CO[Si](C1=CC=CC=C1)(C1=CC=CC=C1)C(C)(C)C.C[C@H]1O[C@H](CN(C1)C1=C2C=CC=NC2=C(C=C1)C(F)(F)F)C(=O)NCC1CN(CCO1)C (2R,6R)-6-methyl-N-[(4-methylmorpholin-2-yl)methyl]-4-[8-(trifluoromethyl)-5-quinolyl]morpholine-2-carboxamide methyl-3-{[(tert-butyldiphenylsilyl)oxy]methyl}cyclobutane-1-carboxylate